C(C)OC(NC1=NN2C(C(=NC(=C2)Br)Br)=N1)=O (6,8-Dibromo-[1,2,4]triazolo[1,5-a]pyrazin-2-yl)carbamic acid ethyl ester